6-(2-((4-methyl-2-(trifluoromethyl)pyrimidin-5-yl)sulfonyl)-2-azaspiro[3.3]heptan-6-yl)-1-oxa-6-azaspiro[3.3]heptane CC1=NC(=NC=C1S(=O)(=O)N1CC2(C1)CC(C2)N2CC1(CCO1)C2)C(F)(F)F